C(C)(C)(C)OC(=O)NCCOCCOC=1C=C(C=CC1)C(C(=O)OCC)C1=CC=CC=C1 ethyl 2-(3-(2-(2-((tert-butoxycarbonyl)amino)ethoxy)ethoxy)phenyl)-2-phenylacetate